OCC(CCCC(C(=O)OCC1=CC=CC=C1)(C1=CC(=CC=C1)B1OC(C(O1)(C)C)(C)C)C)(C)C Benzyl 7-hydroxy-2,6,6-trimethyl-2-(3-(4,4,5,5-tetramethyl-1,3,2-dioxaborolan-2-yl)phenyl)heptanoate